tert-butyl (R)-((3-(2-(4-cyano-2-methoxyphenoxy)-5-(1,3-dimethyl-1H-pyrazol-4-yl)-4-methylnicotinamido)phenyl)(methyl) (oxo)-λ6-sulfaneylidene)carbamate C(#N)C1=CC(=C(OC2=C(C(=O)NC=3C=C(C=CC3)[S@](=O)(C)=NC(OC(C)(C)C)=O)C(=C(C=N2)C=2C(=NN(C2)C)C)C)C=C1)OC